N4-(5-chloro-2-fluorobenzyl)-N1-(2-(dimethylamino)ethyl)-2-(7-fluoro-9H-carbazol-2-yl)succinamide ClC=1C=CC(=C(CNC(CC(C(=O)NCCN(C)C)C2=CC=3NC4=CC(=CC=C4C3C=C2)F)=O)C1)F